Benzothiophene-3-sulfonamide S1C=C(C2=C1C=CC=C2)S(=O)(=O)N